CC=1C(=C(C(=O)O)C=C(C1)Br)I.BrC=1C=CC(=C(C(=O)OC)C1)I Methyl 5-bromo-2-iodobenzoate (Methyl 5-bromo-2-iodobenzoate)